4-[7-(2-amino-3-methyl-butoxy)imidazo[1,2-a]pyridin-3-yl]-N-cyclopropyl-2-(difluoromethoxy)-6-methoxy-benzamide NC(COC1=CC=2N(C=C1)C(=CN2)C2=CC(=C(C(=O)NC1CC1)C(=C2)OC)OC(F)F)C(C)C